3-((dimethylamino)methyl)-1-((2-fluorobenzyl)sulfonyl)-4-(3-methoxyphenyl)piperidin-4-ol hydrochloride Cl.CN(C)CC1CN(CCC1(O)C1=CC(=CC=C1)OC)S(=O)(=O)CC1=C(C=CC=C1)F